(S)-N-(3-chloro-2,4-difluorophenyl)-N-methyl-2-oxo-3-(4-(trifluoromethyl)thieno[2,3-d]pyrimidin-2-yl)imidazolidine-4-carboxamide ClC=1C(=C(C=CC1F)N(C(=O)[C@H]1N(C(NC1)=O)C=1N=C(C2=C(N1)SC=C2)C(F)(F)F)C)F